N-[[3-methyl-4-(1H-pyrazol-4-ylmethyl)-7-[4-(trifluoromethoxy)phenyl]benzimidazol-5-yl]methyl]prop-2-enamide CN1C=NC2=C1C(=C(C=C2C2=CC=C(C=C2)OC(F)(F)F)CNC(C=C)=O)CC=2C=NNC2